((2R,3S,4R,5R)-5-(4-aminopyrrolo[2,1-f][1,2,4]triazin-7-yl)-5-cyano-3,4-dihydroxytetrahydrofuran-2-yl)methyl ((R)-2-((3-cyanophenyl)amino)-3-(octadecyloxy)propyl) hydrogen phosphate P(=O)(OC[C@H]1O[C@@]([C@@H]([C@@H]1O)O)(C#N)C1=CC=C2C(=NC=NN21)N)(OC[C@@H](COCCCCCCCCCCCCCCCCCC)NC2=CC(=CC=C2)C#N)O